C(C)(C)(C)OC(=O)N1C(CN(CC1C)CCC(NC1=NC=CC(=C1)Br)=O)C 4-{2-[(4-bromopyridin-2-yl)carbamoyl]ethyl}-2,6-dimethylpiperazine-1-carboxylic acid tert-butyl ester